2-[5-(4,4-difluoropiperidin-1-yl)-2-fluoro-3-(trifluoromethyl)phenyl]-4-[(1-ethyl-1H-pyrazol-4-yl)methyl]-5-methyl-2,4-dihydro-3H-1,2,4-triazol-3-one FC1(CCN(CC1)C=1C=C(C(=C(C1)N1N=C(N(C1=O)CC=1C=NN(C1)CC)C)F)C(F)(F)F)F